4-(2-bromophenyl)methylene-2,6-di-tert-butyl-2,5-cyclohexadiene-1-one BrC1=C(C=CC=C1)C=C1C=C(C(C(=C1)C(C)(C)C)=O)C(C)(C)C